2-((2S)-5-Chloro-6-fluoro-2-((((1r,4S)-4-hydroxycyclohexyl)amino)methyl)-2-phenyl-2,3-dihydro-1H-inden-4-yl)-3-fluoro-4-(2-hydroxyethoxy)benzamide ClC=1C(=C2C[C@@](CC2=CC1F)(C1=CC=CC=C1)CNC1CCC(CC1)O)C1=C(C(=O)N)C=CC(=C1F)OCCO